N-lauryl-sarcosine sodium salt [Na+].C(CCCCCCCCCCC)N(C)CC(=O)[O-]